1-(4-(pentafluoro-λ6-sulfaneyl)phenyl)cyclopropane-1-carbonitrile FS(C1=CC=C(C=C1)C1(CC1)C#N)(F)(F)(F)F